C(C)(=O)OCC(=O)NC1CCC(CC1)C(N(CC12CCC(CC1)(CC2)C2=CC(=C(C=C2)OC)C)C2=CC(=CC=C2)C=2C=NN(C2)C2CC2)=O 2-((4-((3-(1-Cyclopropyl-1H-pyrazol-4-yl)phenyl)((4-(4-methoxy-3-methylphenyl)bicyclo[2.2.2]octan-1-yl)methyl)carbamoyl)cyclohexyl)amino)-2-oxoethyl trans-acetate